6-bromo-N-((2-fluorophenyl)sulfonyl)benzofuran-2-carboxamide BrC1=CC2=C(C=C(O2)C(=O)NS(=O)(=O)C2=C(C=CC=C2)F)C=C1